FC1=CC=CC2=C1CCS2 4-Fluoro-1,3-dihydro-benzothiophene